COC1=C(C(=O)NC)C=CC=C1 methoxy-N-methyl-benzamide